CP(OC1=C(C(=CC(=C1)CCCCC)OP(OCCC)(=O)C)C1CCCC(=C1)C)(OCCC)=O 5'-methyl-4-pentyl-1',2',3',4'-tetrahydro-[1,1'-biphenyl]-2,6-diyl dipropyl bis(methylphosphonate)